FC(C(=O)O)(F)F.ClC1=CC=C(OCC(=O)N2CCNCC2)C=C1 2-(4-chlorophenoxy)-1-(piperazin-1-yl)ethan-1-one trifluoroacetic acid salt